4-[5-(3,5-dichloro-phenyl)-4,5-dihydro-5-(trifluoromethyl)-3-isoxazolyl]-2-methyl-N-(trans-1-oxido-3-thietanyl)-benzamide ClC=1C=C(C=C(C1)Cl)C1(CC(=NO1)C1=CC(=C(C(=O)NC2CS(C2)=O)C=C1)C)C(F)(F)F